C(CCC)OP(=O)(OCCCC)[O-].C(CCCCCCCCCCCCCCC)[N+]1=CC=CC=C1 cetylpyridinium dibutyl-phosphate